N-(azetidin-3-ylmethyl)-4-(2-cyano-7-((5-methoxy-7-methyl-1H-indol-4-yl)methyl)-7-azaspiro[3.5]nonan-6-yl)-N-methylbenzamide N1CC(C1)CN(C(C1=CC=C(C=C1)C1CC2(CC(C2)C#N)CCN1CC1=C2C=CNC2=C(C=C1OC)C)=O)C